(1R,2S,5S)-8-((4-cyclopropylbenzyl)(methyl)carbamoyl)-3-(diphenylcarbamoyl)-3,8-diazabicyclo[3.2.1]octane-2-carboxylic acid C1(CC1)C1=CC=C(CN(C(=O)N2[C@H]3[C@H](N(C[C@@H]2CC3)C(N(C3=CC=CC=C3)C3=CC=CC=C3)=O)C(=O)O)C)C=C1